lithium 2-(difluoromethyl)-4-hydroxy-2-methylbutanoate FC(C(C(=O)[O-])(CCO)C)F.[Li+]